(+/-)-6-{[trans-4-[4-(2-fluoroethoxy)phenyl]piperidin-3-yl]methoxy}isoindolin-1-one FCCOC1=CC=C(C=C1)[C@H]1[C@@H](CNCC1)COC1=CC=C2CNC(C2=C1)=O |r|